ethyl 3-(3-(bromomethyl)phenyl)propanoate BrCC=1C=C(C=CC1)CCC(=O)OCC